The molecule is a trisaccharide derivative consisting of a beta-D-glucosyl residue glycosidically linked to a 5-aminopentyl group and which carries at O-3 a beta-D-glucosyl-(1->3)-2-O-acetyl-6-deoxy-alpha-L-talosyl disaccharide unit. It is a trisaccharide derivative and a glycoside. C[C@H]1[C@H]([C@H]([C@H]([C@@H](O1)O[C@H]2[C@@H]([C@H](O[C@H]([C@@H]2O)OCCCCCN)CO)O)OC(=O)C)O[C@H]3[C@@H]([C@H]([C@@H]([C@H](O3)CO)O)O)O)O